1-methyl-N6-(oxetan-3-yl)-4-phenyl-2,7-naphthyridine-1,6-diamine CC1(NC=C(C2=CC(=NC=C12)NC1COC1)C1=CC=CC=C1)N